Ethyl (E)-3-(3,7-dimethyl-7H-pyrrolo[2,3-c]pyridazin-6-yl)acrylate CC1=CC2=C(N=N1)N(C(=C2)/C=C/C(=O)OCC)C